N1C(CNCC1)=O piperazine-one